O=C1NC(CCC1N1C(C2=CC=CC(=C2C1=O)NCC=1C=NN(C1)C1CCN(CC1)C(=O)[C@@H]1OCCC1)=O)=O 2-(2,6-dioxopiperidin-3-yl)-4-(((1-(1-((R)-tetrahydrofuran-2-carbonyl)piperidin-4-yl)-1H-pyrazol-4-yl)methyl)amino)isoindoline-1,3-dione